N-(4-(5-(3-fluoro-4-(trifluoromethyl)phenoxy)-1,2,3,4-tetrahydroisoquinoline-2-carbonyl)thiazol-2-yl)methanesulfonamide FC=1C=C(OC2=C3CCN(CC3=CC=C2)C(=O)C=2N=C(SC2)NS(=O)(=O)C)C=CC1C(F)(F)F